6-(6-(Benzylthio)-2-fluoro-3-methylphenyl)hexan-1-ol C(C1=CC=CC=C1)SC1=CC=C(C(=C1CCCCCCO)F)C